ClC=1C=CC2=C(CC(CC=3N2C(=NN3)C3CCC(CC3)(OC)CC)N(C)C)C1 8-chloro-1-(trans-4-ethyl-4-methoxycyclohexyl)-N,N-dimethyl-5,6-dihydro-4H-[1,2,4]triazolo[4,3-a][1]benzazepin-5-amine